tert-butyl 4-((4-([1,2,4]triazolo[1,5-a]pyridin-7-yloxy)-3-methylphenyl)amino)-8,9,11,12-tetrahydro-6,11-methanopyrimido[4',5':5,6]pyrido[3,2-b][1,4,8]oxadiazecine-10(7H)-carboxylate N=1C=NN2C1C=C(C=C2)OC2=C(C=C(C=C2)NC2=NC=NC1=CC=3OCC4N(CCCN(C3N=C12)C4)C(=O)OC(C)(C)C)C